FC1=C(C#N)C=CC(=C1)C=1C2=C(N=C(N1)SC)N(C(C=C2)=O)C 2-Fluoro-4-(8-methyl-2-(methylsulfanyl)-7-oxo-7,8-dihydropyrido[2,3-d]pyrimidin-4-yl)benzonitrile